C(#N)[C@H]1N(C[C@@]2(C(NC(=N2)C2=CC=CC=C2)=O)C1)C([C@H](CC(C)C)N(C(=O)C=1NC2=CC(=CC(=C2C1)F)F)C)=O N-[(2S)-1-[(5R,8S)-8-cyano-4-oxo-2-phenyl-1,3,7-triazaspiro[4.4]non-1-en-7-yl]-4-methyl-1-oxopentan-2-yl]-4,6-difluoro-N-methyl-1H-indole-2-carboxamide